4-methyl-3-oxopent-4-en-1-yl 1,1,2,2,3,3,4,4,4-nonafluorobutane-1-sulfonate FC(C(C(C(F)(F)F)(F)F)(F)F)(S(=O)(=O)OCCC(C(=C)C)=O)F